C1(=CC=C(C=C1)P([O-])(=O)[O-])C1=CC=C(C=C1)P([O-])(=O)[O-] 4,4'-biphenyldiphosphonate